FC(OC1=C(C=C(C=C1)SC)C1=NN(C=C1NC(=O)C=1C=NN2C1N=CC=C2)CC=2N=NN(C2)C2CCN(CC2)C2CCOCC2)F N-[3-[2-(difluoromethoxy)-5-methylsulfanyl-phenyl]-1-[[1-(1-tetrahydropyran-4-yl-4-piperidyl)triazol-4-yl]methyl]pyrazol-4-yl]pyrazolo[1,5-a]pyrimidine-3-carboxamide